myristoleyl myristate C(CCCCCCCCCCCCC)(=O)OCCCCCCCC\C=C/CCCC